C(CCC)[N+]1(CCOCC1)C=CCC Butyl-butenyl-morpholinium